BrC1=CC(=C(C(=O)OC)C=C1OC)CBr methyl 4-bromo-2-(bromomethyl)-5-methoxybenzoate